C(C(C)C)C=1C(=C(C(=O)N)C=C(C1)C#N)S(=O)(=O)C isobutyl-5-cyano-2-(methylsulfonyl)benzamide